C(C1=CC=CC=C1)OC1=C(C(=C2C=CC(=CC2=C1)NC(CN1CCC(CC1)C=1C=2C3=C(C(N(C3=CC1)C1C(NC(CC1)=O)=O)=O)C=CC2)=O)F)N2S(NC(C2)=O)(=O)=O N-[7-benzyloxy-5-fluoro-6-(1,1,4-trioxo-1,2,5-thiadiazolidin-2-yl)-2-naphthyl]-2-[4-[1-(2,6-dioxo-3-piperidyl)-2-oxo-benzo[cd]indol-6-yl]-1-piperidyl]acetamide